C(CC)OC(C)(OCC=1C=C(C=C)C=CC1)C m-(1-n-propoxy-1-methylethoxy)methylstyrene